5,6,7-trimethyl-2,3-dihydro-1H-pyrazolo[1,2-a]pyrazol-4-ium hydroxide [OH-].CC1=[N+]2N(C(=C1C)C)CCC2